C(C)(CC)C1=CC=C(CCC2CCN(CC2)S(=O)(=O)C=2C=C(N(C2)C)C(=O)N)C=C1 4-((4-(4-(sec-butyl)phenethyl)piperidin-1-yl)sulfonyl)-1-methyl-1H-pyrrole-2-carboxamide